6-chloro-7-pyrazol-1-yl-1H-indole-3-sulfonyl chloride ClC1=CC=C2C(=CNC2=C1N1N=CC=C1)S(=O)(=O)Cl